FC=1C=C(C=C2C=NNC12)C#CC1=NC(=NC=C1)C1=NC(=NC=C1)N1CC2=CC=C(C=C2C1)OC 7-Fluoro-5-((2'-(5-methoxyisoindolin-2-yl)-[2,4'-bipyrimidin]-4-yl)ethynyl)-1H-indazole